CC1=CC=C(C=N1)[C@H]1NOCC1 (S)-3-(6-methylpyridin-3-yl)isoxazolidine